2,6-dichloro-3-methyl-4-acetamido-5-methylpyridine ClC1=NC(=C(C(=C1C)NC(C)=O)C)Cl